4-(dimethylamino)-8-(pentan-3-yl)-2-{[(1S)-1-{4-[4-(piperazin-1-yl)tetrahydro-2H-pyran-4-yl]phenyl}ethyl]amino}pyrido[2,3-d]pyrimidin-7(8H)-one CN(C=1C2=C(N=C(N1)N[C@@H](C)C1=CC=C(C=C1)C1(CCOCC1)N1CCNCC1)N(C(C=C2)=O)C(CC)CC)C